Ethyl (S)-3-((tert-butoxycarbonyl)amino)-3-(4'-fluoro-2'-hydroxy-6'-methyl-5-(trifluoromethyl)-[1,1'-biphenyl]-3-yl)propanoate C(C)(C)(C)OC(=O)N[C@@H](CC(=O)OCC)C=1C=C(C=C(C1)C(F)(F)F)C1=C(C=C(C=C1C)F)O